3',7-dimethoxyisoflavone COC=1C=C(C2=COC3=CC(=CC=C3C2=O)OC)C=CC1